N-methyl-pentamethylenediamine CNCCCCCN